CC1=CC(=NN1CC1CC2(CN(C2)C(=O)OC(C)(C)C)C1)C(F)(F)F tert-butyl 6-[[5-methyl-3-(trifluoromethyl) pyrazol-1-yl] methyl]-2-azaspiro[3.3]heptane-2-carboxylate